5-amino-N-ethyl-N-(5-(trifluoromethyl)-2,3-dihydro-1H-inden-1-yl)-[1,2,4]triazolo[4,3-c]quinazoline-9-carboxamide NC1=NC=2C=CC(=CC2C=2N1C=NN2)C(=O)N(C2CCC1=CC(=CC=C21)C(F)(F)F)CC